C(C(=C)C)(=O)NCCCN(C)C [3-(methacrylamido)propyl]dimethylamine